C(C)OC(C(C)C1CCN(CC1)C1=NC(=CN=C1C1=CC2=C(OCO2)C=C1)Cl)=O (1-(3-(benzo[d][1,3]dioxol-5-yl)-6-chloropyrazin-2-yl)piperidin-4-yl)propionic acid ethyl ester